5-(4-((3-cyclopropyl-2,4-dioxo-1,2,3,4-tetrahydrofuro[3,2-d]pyrimidin-6-yl)methyl)piperazin-1-yl)-N-methylpicolinamide C1(CC1)N1C(NC2=C(C1=O)OC(=C2)CN2CCN(CC2)C=2C=CC(=NC2)C(=O)NC)=O